C(CCCCCCC)N1[C@@H](CCC1)C(=O)O N-Octanylproline